N-benzylpiperidine-4-carboxamide methyl-2-(4-bromophenyl)-2-azaspiro[3.3]heptane-6-carboxylate COC(=O)C1CC2(CN(C2)C2=CC=C(C=C2)Br)C1.C(C1=CC=CC=C1)NC(=O)C1CCNCC1